tin (ii) acetate C(C)(=O)[O-].[Sn+2].C(C)(=O)[O-]